N-{(2S,3R)-4,4-difluoro-1-(2-hydroxy-2-methylpropanoyl)-2-[(2,2',5'-trifluoro[1,1'-biphenyl]-3-yl)methyl]pyrrolidin-3-yl}-ethanesulfonamide FC1([C@@H]([C@@H](N(C1)C(C(C)(C)O)=O)CC=1C(=C(C=CC1)C1=C(C=CC(=C1)F)F)F)NS(=O)(=O)CC)F